ClC1=NC=2C=CN=CC2C2=C1C(=NN2)C(=O)OCC Ethyl 4-chloro-1H-pyrazolo[4,3-c][1,6]naphthyridine-3-carboxylate